tungsten azide pentachloride [W](Cl)(Cl)(Cl)(Cl)(Cl)N=[N+]=[N-]